ClC=1C(=NC(=NC1)NC1CCOCC1)C1=CC=C2CN(C(C2=C1)=O)CC(=O)NC1CC(OC(C1)C)C 2-(6-{5-chloro-2-[(oxan-4-yl)amino]pyrimidin-4-yl}-1-oxo-2,3-dihydro-1H-isoindol-2-yl)-N-(2,6-dimethyloxan-4-yl)acetamide